C(C)OC(\C(=N/N)\C1=NC=C(N=C1Cl)Cl)=O (Z)-2-(3,5-dichloropyrazin-2-yl)-2-hydrazonoacetic acid ethyl ester